methyl 2-bromo-5-((5-methyl-4-((1-phenylethyl) amino) pyrimidin-2-yl) amino)-benzoate BrC1=C(C(=O)OC)C=C(C=C1)NC1=NC=C(C(=N1)NC(C)C1=CC=CC=C1)C